(3R,4R)- and (3S,4S)-4-(((tert-Butoxycarbonyl)amino)methyl)tetrahydrofuran-3-yl 4-nitrobenzoate [N+](=O)([O-])C1=CC=C(C(=O)O[C@H]2COC[C@H]2CNC(=O)OC(C)(C)C)C=C1 |r|